1-[(1S,4S)-5-[4-[2,3-difluoro-4-[[(3R)-tetrahydrofuran-3-yl]methoxy]anilino]-7-fluoro-pyrido[3,2-d]pyrimidin-6-yl]-2,5-diazabicyclo[2.2.1]heptan-2-yl]prop-2-en-1-one FC1=C(NC=2C3=C(N=CN2)C=C(C(=N3)N3[C@@H]2CN([C@H](C3)C2)C(C=C)=O)F)C=CC(=C1F)OC[C@H]1COCC1